Cl.N(N)C(=O)N1C(\C(\C2=CC=C(C=C12)C(=O)OC)=C(\C1=CC=CC=C1)/NC1=CC=C(C=C1)N(C(CN1CCN(CC1)C)=O)C)=O methyl (3Z)-1-(hydrazinecarbonyl)-3-[[4-[methyl-[2-(4-methylpiperazin-1-yl) acetyl] amino] anilino]-phenyl-methylene]-2-oxo-indoline-6-carboxylate hydrochloride